4-ethenyl-2-ethyl-N-{8-fluoro-2-methylimidazo[1,2-a]pyridin-6-yl}indazole-7-carboxamide C(=C)C=1C2=CN(N=C2C(=CC1)C(=O)NC=1C=C(C=2N(C1)C=C(N2)C)F)CC